CC1(OB(OC1(C)C)C=1C=NN(C1)[C@@H]1CC[C@H](CC1)CCO)C 2-[(trans)-4-[4-(4,4,5,5-tetramethyl-1,3,2-dioxaborolan-2-yl)pyrazol-1-yl]cyclohexyl]ethanol